C1(CC1)C[C@@H](C(=O)OCC1=CC=C(C=C1)Br)NC(C[C@H]1N(C(CC1)=O)CC1=C(C(=CC=C1)F)F)=O 4-Bromobenzyl (S)-3-cyclopropyl-2-(2-((S)-1-(2,3-difluorobenzyl)-5-oxopyrrolidin-2-yl)acetamido)propanoate